CCCCS(=O)(=O)[O-] 4-butyl-sulfonate